(R)-2-((1,4-dioxo-1,4-dihydronaphthalen-2-yl)amino)-3,N-diphenyl-propionamide O=C1C(=CC(C2=CC=CC=C12)=O)N[C@@H](C(=O)NC1=CC=CC=C1)CC1=CC=CC=C1